2-(1H-pyrazol-1-yl)acetaldehyde N1(N=CC=C1)CC=O